CCCCCC/C=C\\CCCCCCCC/C=C\\OC[C@H](COP(=O)(O)OCCN)OC(=O)CCCCCCC/C=C\\C/C=C\\CCCCC The molecule is a 1-(alk-1-enyl)-2-acyl-sn-glycero-3-phosphoethanolamine in which the alkyl and the acyl groups at positions 1 and 2 are specified as (1Z,11Z)-octadecadienyl and linoleoyl respectively. It has a role as a mouse metabolite. It derives from a linoleic acid.